BrC1=CC=C(CN2N=C3N([C@@H](CCC3)C(=O)N3C[C@H]([C@H](C3)F)F)C2=O)C=C1 (5S)-2-(4-Bromobenzyl)-5-{[(3R,4S)-3,4-difluoropyrrolidin-1-yl]carbonyl}-5,6,7,8-tetrahydro[1,2,4]triazolo[4,3-a]pyridin-3(2H)-one